C1(CCC1)C1=NOC(=C1)NC([C@H]([C@H]1CC(CC1)(F)F)C1=CC(=CC(=C1)C#N)C#N)=O (R)-N-(3-cyclobutylisoxazol-5-yl)-2-(3,5-dicyanophenyl)-2-((R)-3,3-difluorocyclopentyl)acetamide